ethyl 1-[4-(difluoromethoxy)-3-(3-pyridyl) phenyl]-5-ethyl-3-methyl-pyrazole-4-carboxylate FC(OC1=C(C=C(C=C1)N1N=C(C(=C1CC)C(=O)OCC)C)C=1C=NC=CC1)F